(Z)-5-(6-(4-carboxyphenyl)-2-oxoindoline-3-ylidenemethyl)-2,4-dimethyl-1H-pyrrole-3-carboxylic acid C(=O)(O)C1=CC=C(C=C1)C1=CC=C2/C(/C(NC2=C1)=O)=C/C1=C(C(=C(N1)C)C(=O)O)C